ClC=1C(=NC(=NC1)NC=1C=C(C=NC1)N1C(CCC1)=O)N1C[C@@H](CCC1)C1=NC=CC=C1 (R)-1-(5-((5-chloro-4-(3-(pyridin-2-yl)piperidin-1-yl)pyrimidin-2-yl)amino)pyridin-3-yl)pyrrolidin-2-one